((5-((1R,4R)-2,5-diazabicyclo[2.2.1]heptan-2-yl)pyrimidin-2-yl)methyl)-4-(3-(5-fluoro-2-methoxypyridin-4-yl)-1H-pyrazole-5-carbonyl)-4-azaspiro[2.5]octane-7-carboxamide [C@H]12N(C[C@H](NC1)C2)C=2C=NC(=NC2)CC2CC21N(CCC(C1)C(=O)N)C(=O)C1=CC(=NN1)C1=CC(=NC=C1F)OC